2-piperidinacetic acid N1C(CCCC1)CC(=O)O